C1(=CC=CC2=CC=CC=C12)C=1C(=C(C(C2(C(C3(C(C(C(C(C3=CC12)([2H])[2H])([2H])[2H])([2H])[2H])([2H])[2H])[2H])([2H])[2H])[2H])([2H])[2H])[2H])C1=C2C=3C=CC=CC3C3=C(C2=CC=C1)C=CC=C3 naphthyl(benzophenanthrenyl)anthracene-d15